3,3'-[Ethylenebisoxybisethylenebisoxybis(4,1-phenylene)]bis[1-(4-hydroxyphenyl)-2-propene-1-one] C(COCCOC1=CC=C(C=C1)C=CC(=O)C1=CC=C(C=C1)O)OCCOC1=CC=C(C=C1)C=CC(=O)C1=CC=C(C=C1)O